N[C@@H]1C2=CC=CC=C2CC12CCN(CC2)C=2NC(C1=C(N2)NN=C1C1(CC1)C=1C=NN(C1)C1=CC=CC=C1)=O (S)-6-(1-amino-1,3-dihydrospiro[indene-2,4'-piperidine]-1'-yl)-3-(1-(1-phenyl-1H-pyrazol-4-yl)cyclopropyl)-1,5-dihydro-4H-pyrazolo[3,4-d]pyrimidin-4-one